2,5-difluorobenzenesulfonyl chloride FC1=C(C=C(C=C1)F)S(=O)(=O)Cl